Boc-methyl-hydrazine C(=O)(OC(C)(C)C)N(N)C